7-fluoro-6-((S)-1-hydroxy-2-((3as,5S,6ar)-3a-hydroxy-5-phenoxyhexahydrocyclopenta[c]pyrrol-2(1H)-yl)ethyl)-3,4-dihydroquinolin-2(1H)-one FC1=C(C=C2CCC(NC2=C1)=O)[C@@H](CN1C[C@@H]2[C@](C1)(C[C@H](C2)OC2=CC=CC=C2)O)O